C(CCCCCCCCCCC)C=1C(=C(C=C(C1)C)C1=CC=CC=2NN=NC21)O (3'-dodecyl-5'-methyl-2'-hydroxyphenyl)-benzotriazole